C1(CC1)C1=NC=NC(=C1C=1N=C2CCCC=3C2=C(N1)N(N3)CC3=CC(=C(C(=C3)F)C=3N(C=C(N3)C(F)(F)F)C)F)OC 4-(4-cyclopropyl-6-methoxypyrimidin-5-yl)-2-(3,5-difluoro-4-(1-methyl-4-(trifluoromethyl)-1H-imidazol-2-yl)benzyl)-2,6,7,8-tetrahydropyrazolo[3,4,5-de]quinazoline